4-Nitro-2-((trimethylsilyl)ethynyl)pyridine [N+](=O)([O-])C1=CC(=NC=C1)C#C[Si](C)(C)C